COC1=C(C=CC=C1)N1N=CC(=C1C)C(=O)N[C@@H](C(C)C)C(=O)N[C@H](CCC(=O)OCC)C(=O)OCC Diethyl (1-(2-methoxyphenyl)-5-methyl-1H-pyrazole-4-carbonyl)-L-valyl-D-glutamate